Methyl 5-(2-((2-ethyl-4-(4-methylpiperazin-1-yl)phenyl)amino)-5-(trifluoromethyl)pyrimidin-4-yl)thiophene-3-carboxylate C(C)C1=C(C=CC(=C1)N1CCN(CC1)C)NC1=NC=C(C(=N1)C1=CC(=CS1)C(=O)OC)C(F)(F)F